C(C)(=O)OC[C@@H](COC1=CC=C(C=C1)S(=O)(=O)C1=CC=C(C=C1)OC[C@H](CCl)OC(C)=O)OC(C)=O (R)-3-(4-((4-((R)-2-acetoxy-3-chloropropoxy)phenyl)sulfonyl)phenoxy)propane-1,2-diyl diacetate